tert-butyl 3-(6-(2-methylpyridin-4-yl)-7-tosyl-7H-pyrrolo[2,3-d]pyrimidin-4-yl)-3,8-diazabicyclo[3.2.1]octane-8-carboxylate CC1=NC=CC(=C1)C1=CC2=C(N=CN=C2N2CC3CCC(C2)N3C(=O)OC(C)(C)C)N1S(=O)(=O)C1=CC=C(C)C=C1